ISOQUINOLINESULFONYL CHLORIDE tert-butyl-(R)-(4-methyl-3-((1-(4-(piperidin-4-ylethynyl)naphthalen-1-yl)ethyl)carbamoyl)phenyl)carbamate C(C)(C)(C)N(C(O)=O)C1=CC(=C(C=C1)C)C(N[C@H](C)C1=CC=C(C2=CC=CC=C12)C#CC1CCNCC1)=O.C1(=NC=CC2=CC=CC=C12)S(=O)(=O)Cl